CSCCCC(C(C(=O)O)O)C(=O)O The molecule is a 3-(omega-methylthio)alkylmalic acid in which the 3-alkyl group is specified as 3-(methylthio)propyl. It is a conjugate acid of a 3-(3-methylthio)propylmalate(2-).